(E)-N'-(3,5-dimethylbenzylidene)-6-(4-hydroxyphenyl)pyrazine-2-carbohydrazide CC=1C=C(\C=N\NC(=O)C2=NC(=CN=C2)C2=CC=C(C=C2)O)C=C(C1)C